F[C@@H](C1=CC2=C(SC(=C2)C(=O)OCC=C)C=C1)P(=O)(OC1=CC=CC=C1)N[C@H](C(=O)OCC1=NN=CN1C)C allyl 5-((1R)-fluoro((((S)-1-((4-methyl-4H-1,2,4-triazol-3-yl)methoxy)-1-oxopropan-2-yl)amino)(phenoxy)phosphoryl)methyl)benzo[b]thiophene-2-carboxylate